2-[7-(1,3-Dihydro-1,3,3-trimethyl-2H-indol-2-yliden)-1,3,5-heptatrienyl]-1,3,3-trimethyl-3H-indolium iodid [I-].CN1C(C(C2=CC=CC=C12)(C)C)=CC=CC=CC=CC1=[N+](C2=CC=CC=C2C1(C)C)C